N[C@@H]1C[C@@H](CCC1)NC(=O)C=1C=NN(C1)C N-((1R,3S)-3-aminocyclohexyl)-1-methyl-1H-pyrazole-4-carboxamide